2-(4-{[(3R)-1-ethylpiperidin-3-yl]amino}imidazo[1,5-d][1,2,4]triazin-1-yl)-5-(trifluoromethyl)phenol C(C)N1C[C@@H](CCC1)NC1=NN=C(C=2N1C=NC2)C2=C(C=C(C=C2)C(F)(F)F)O